(2-bromo)benzyl-biguanide hydrochloride Cl.BrC1=C(CNC(=N)NC(=N)N)C=CC=C1